C(CCCCCCCCCCC)(=O)[O-].C(CCCCCCCCCCC)(=O)[O-].C(CCC)[Sn+2]CCCC dibutyltin Dilaurate